ClC=1C=C(C=CC1)[C@@H]1[C@H](C1)C(=O)NC1=NC=CC(=C1)NCC=1N=C2N(C=C(C=C2N2CCN(CC2)CC)C2CC2)C1 (1S,2S)-2-(3-chlorophenyl)-N-(4-(((6-cyclopropyl-8-(4-ethylpiperazin-1-yl)imidazo[1,2-a]pyridin-2-yl)methyl)amino)pyridin-2-yl)cyclopropane-1-carboxamide